C(C)(C)(C)N1C(CCCC1)=O Tert-butyl-oxo-piperidine